4-methyl-3-(4-methyl-1H-imidazol-1-yl)phenylamine CC1=C(C=C(C=C1)N)N1C=NC(=C1)C